C(C=C)O allylalcohol